glutaconic acid C(C=CCC(=O)O)(=O)O